BrCCCCCCCCCCCCCC(=O)O 14-bromotetradecanoic acid